COC1=C(C=CC=C1OC1=CC=C(C=C1)C=O)C=O 2-methoxy-[(4-formylphenyl)oxy]benzene-1-carbaldehyde